N-(4-((4-(2-(4-((8-(2-(4-(2-(2,6-dioxopiperidin-3-yl)-1,3-dioxoisoindolin-5-yl)piperazin-1-yl)ethoxy)octyl)oxy)phenyl)propan-2-yl)phenoxy)methyl)pyrimidin-2-yl)methanesulfonamide O=C1NC(CCC1N1C(C2=CC=C(C=C2C1=O)N1CCN(CC1)CCOCCCCCCCCOC1=CC=C(C=C1)C(C)(C)C1=CC=C(OCC2=NC(=NC=C2)NS(=O)(=O)C)C=C1)=O)=O